1,2-dimethyl-3-propyl-imidazole iodine [I].CN1C(N(C=C1)CCC)C